FC(C1=CC=C(C=N1)C(C)N1N=CC2=C1N=CNC2=O)(F)F 1-(1-(6-(trifluoromethyl)pyridin-3-yl)ethyl)-1H-pyrazolo[3,4-d]pyrimidin-4(5H)-one